7-[4-[(3aR,7aR)-1-methyl-3,3a,4,5,7,7a-hexahydro-2H-pyrrolo[2,3-c]pyridin-6-yl]-5,6-difluoro-8-(methylamino)-9H-pyrido[2,3-b]indol-3-yl]-4-oxo-quinolizine-3-carboxylic acid CN1CC[C@H]2[C@@H]1CN(CC2)C2=C(C=NC=1NC3=C(C=C(C(=C3C12)F)F)NC)C1=CN2C(C(=CC=C2C=C1)C(=O)O)=O